1-(5-Methylpyridin-3-yl)ethan-1-on CC=1C=C(C=NC1)C(C)=O